tert-butyl 4-(((6-aminopyridin-3-yl)oxy)methyl)piperidine-1-carboxylate NC1=CC=C(C=N1)OCC1CCN(CC1)C(=O)OC(C)(C)C